C(CC)C1=C(N)C(=CC=C1)CCC 2,6-din-propylaniline